2-(2-vinyl-4,5-dimethoxyphenyl)-5,6-dimethoxy-1H-indene C(=C)C1=C(C=C(C(=C1)OC)OC)C=1CC2=CC(=C(C=C2C1)OC)OC